ClC1=C(C=C(C=C1)CO)B(O)O [2-chloro-5-(hydroxymethyl)phenyl]boronic acid